benzothiopyrandione S1(CC=CC2=C1C=CC=C2)(=O)=O